(R)-ethyl 4-(3-methylmorpholino)-2,4-dioxobutanoate C[C@@H]1COCCN1C(CC(C(=O)OCC)=O)=O